BrC1=CC(=C(C(=C1)[N+](=O)[O-])N[C@@H](C)C(=O)OC)F methyl (4-bromo-2-fluoro-6-nitrophenyl)alaninate